C(=O)O.ClC1=C(C=CC(=C1)NC=1C=2N(C=CN1)C(=CN2)C=2C(=NN(C2)CC2=NC=C(C=N2)C)C(F)(F)F)C(=O)N2CCNCC2 [2-chloro-4-[[3-[1-[(5-methylpyrimidin-2-yl)methyl]-3-(trifluoromethyl)pyrazol-4-yl]imidazo[1,2-a]pyrazin-8-yl]amino]phenyl]-piperazin-1-ylmethanone formate